FC(S(=O)(=O)OCC1=C(C=CC=C1)[N+](=O)[O-])(F)F o-nitrobenzyl trifluoro-methanesulfonate